(S)-5-azido-2-(fluorenylmethoxycarbonyl-amino)pentanoic acid N(=[N+]=[N-])CCC[C@@H](C(=O)O)NC(=O)OCC1=CC=CC=2C3=CC=CC=C3CC12